6-[2-(trifluoromethyl)-4-pyridyl]pyrazolo[4,3-b]pyridin FC(C1=NC=CC(=C1)C=1C=C2C(=NC1)C=NN2)(F)F